CC1=CC(=NO1)NC1=CC=C(C=C1)S(=O)(=O)NC1=C(N=CS1)C(=O)O 5-{4-[(5-methyl-1,2-oxazol-3-yl)amino]phenylsulfonylamino}-1,3-thiazole-4-carboxylic acid